8-hydroxy-7-methoxy-2-(4-methoxyphenyl)-5-oxo-11,11a-dihydro-1H-pyrrolo[2,1-c][1,4]benzodiazepin-10(5H)-carboxylate OC1=CC2=C(C(N3C(CN2C(=O)[O-])CC(=C3)C3=CC=C(C=C3)OC)=O)C=C1OC